6-fluoro-N-(2-fluoro-4-iodophenyl)-1H-indole-3-sulphonamide FC1=CC=C2C(=CNC2=C1)S(=O)(=O)NC1=C(C=C(C=C1)I)F